tert-butyl 6-(3-amino-1H-pyrazol-1-yl)hexanoate NC1=NN(C=C1)CCCCCC(=O)OC(C)(C)C